FC1(CCN(CC1)C1=CC(=CC=2N1N=CC2)C(=O)O)F 7-(4,4-Difluoropiperidin-1-yl)pyrazolo[1,5-a]pyridine-5-carboxylic acid